(3-methoxy-1,2,4-thiadiazol-5-yl)carbamic acid phenyl ester C1(=CC=CC=C1)OC(NC1=NC(=NS1)OC)=O